5-hydroxy-N-methylbenzofuran-2-carboxamide OC=1C=CC2=C(C=C(O2)C(=O)NC)C1